C[Si]([Si](C1C=CC2=CC=3CCCC3C=C12)(C)C)(C1C=C(C=C1)CC(C)(C)C)C 1,1,2,2-tetramethyl-1-(3-neopentylcyclopenta-2,4-dien-1-yl)-2-(1,5,6,7-tetrahydro-s-indacen-1-yl)disilane